6,6-dimethyl-2-(2-((1-methyl-1H-pyrazol-5-yl)amino)pyrimidin-4-yl)-5-(1-(6-(trifluoromethyl)pyridin-2-yl)ethyl)-5,6-dihydro-4H-thieno[2,3-c]pyrrol-4-one CC1(N(C(C2=C1SC(=C2)C2=NC(=NC=C2)NC2=CC=NN2C)=O)C(C)C2=NC(=CC=C2)C(F)(F)F)C